FC1(CCC(CC1)C1=NC(=CC(=N1)C=1C=NN(C1)C1=C(C=C(C=C1)C(CO)S(=O)(=O)N)N1CCC2(CC2)CC1)C)F (4-(4-(2-(4,4-difluorocyclohexyl)-6-methylpyrimidin-4-yl)-1H-pyrazol-1-yl)-3-(6-azaspiro[2.5]octan-6-yl)phenyl)-2-hydroxyethane-1-sulfonamide